CC1(C(N(C(N1CC1=CC(=NC=C1)NC(=O)NC=1C=NN(C1)C)=O)C1=CC=C(C=C1)SC(F)(F)F)=O)C 1-(4-((5,5-dimethyl-2,4-dioxo-3-(4-((trifluoromethyl)thio)phenyl)imidazolidin-1-yl)methyl)pyridin-2-yl)-3-(1-methyl-1H-pyrazol-4-yl)urea